3-(phenylcarbamoyl)-glutaric acid C1(=CC=CC=C1)NC(=O)C(CC(=O)O)CC(=O)O